O=C\1NC2=CC=C(C=C2/C1=C\1/NC2=CC=CC=C2/C1=N\OCCCN1CCCC1)C#N (2Z,3E)-2'-oxo-3-((3-(pyrrolidin-1-yl)propoxy)imino)-[2,3'-biindolinylidene]-5'-carbonitrile